ClC1=CC(=C(C(=O)N2C[C@H](N(CC2)C=2C=CC(=NC2C(=O)N[C@H]2CN(CC2)C)C=2C(=NC=CC2)OCC)CC)C=C1)C#N 5-[(2R)-4-(4-chloro-2-cyanobenzoyl)-2-ethylpiperazin-1-yl]-2'-ethoxy-N-[(3R)-1-methylpyrrolidin-3-yl]-[2,3'-bipyridine]-6-carboxamide